3-{2-[(dimethylamino)methyl]-7-nitro-1H-indol-3-yl}-5-hydroxy-2,3-dihydro-1H-isoindol-1-one CN(C)CC=1NC2=C(C=CC=C2C1C1NC(C2=CC=C(C=C12)O)=O)[N+](=O)[O-]